CN(C)C1=C(C=CC(=C1)O)C1=CC=CC=C1 dimethylamino-1,1'-biphenyl-4-ol